(S)-(4-(4,7-difluorobenzo[d]oxazol-2-yl)-6,7-dihydro-1H-imidazo[4,5-c]pyridin-5(4H)-yl)(4-methyloxazol-5-yl)methanone FC1=CC=C(C2=C1N=C(O2)[C@H]2N(CCC1=C2N=CN1)C(=O)C1=C(N=CO1)C)F